CN1N=NC(=C1C(=O)O)C1=NC=C(C=C1)[N+](=O)[O-] methyl-4-(5-nitropyridin-2-yl)-1H-1,2,3-triazole-5-carboxylic acid